OC1=C(C=CC(=C1)OCCO)C1=NC(=NC(=N1)C1=C(C=C(C=C1)OCCO)O)C1=CC=C(C=C1)Br 2,4-bis[2-hydroxy-4-(2-hydroxyethoxy)phenyl]-6-(4-bromophenyl)-s-triazine